5-(2-chloro-4-methylphenyl)-1-(3-(methylsulfonylamino)propyl)-1H-benzo[d]imidazole-7-carboxylic acid ClC1=C(C=CC(=C1)C)C1=CC2=C(N(C=N2)CCCNS(=O)(=O)C)C(=C1)C(=O)O